N(=[N+]=[N-])C=1C=C(C(=NC1)OCC(F)(F)F)C 5-azido-3-methyl-2-(2,2,2-trifluoroethoxy)pyridine